N1=C(C=CC=C1)C1=CC=C(C=C1)C1=NOC(C1)C(=O)OCC ethyl 3-[4-(pyridin-2-yl) phenyl]-4,5-dihydro-1,2-oxazole-5-carboxylate